BrC=1C=C2C=3C=CC=CC3C(=CC2=C2C=CC=CC12)Br 6,12-dibromochrysene